NCCC1=CC=C(C=C1)C1=C(C=C(C#N)C=C1)OC1=CN=NC(=C1)C1CCCC1 4-[4-(2-aminoethyl)phenyl]-3-(6-cyclopentylpyridazin-4-yl)oxybenzonitrile